(R)-1-(6,9-dihydro-7H-[1,3]dioxolo[4,5-H]isochromen-9-yl)-N-methyl-methylamine O1COC=2C=CC=3CCO[C@H](C3C21)CNC